COC1=CC(=NC=C1C#N)[C@H](C)N1C(C2=CC(=CC(=C2CC1)C1=NN(C(C=C1C(F)(F)F)=O)C)CN1C(=NC=C1)C)=O (S)-4-methoxy-6-(1-(7-((2-methyl-1H-imidazol-1-yl)methyl)-5-(1-methyl-6-oxo-4-(trifluoromethyl)-1,6-dihydropyridazin-3-yl)-1-oxo-3,4-dihydroisoquinolin-2(1H)-yl)ethyl)nicotinonitrile